COC=1C=C(C=CC1)[C@@H]1NOCC1 (R)-3-(3-methoxyphenyl)isooxazolidine